FC(C(=O)O)(F)F.CN1N=CC(=C1)C1=NC=2C(=NC=CC2N2CC3CCC(C2)N3C3CN(C3)C)N1 2-(1-methyl-1H-pyrazol-4-yl)-7-(8-(1-methylazetidin-3-yl)-3,8-diazabicyclo[3.2.1]octan-3-yl)-3H-imidazo[4,5-b]pyridine trifluoroacetate